C(CCCCCCCCCCCCCCC)(=O)OCCCCCCCCCCCCCCCCCCCCCC Behenyl palmitate